C(C)(C)(C)[N@@]1CC12C(C(CC2)CO)C(=O)OC(C)C2CCN(CC2)C2=CC(=NC=C2I)Cl (1-(2-chloro-5-iodopyridin-4-yl)piperidin-4-yl)ethan-1-ol tert-butyl-(S)-5-(hydroxymethyl)-azaspiro[2.4]heptan-4-formate